4-octadecyloxy-2,2,6,6-tetramethylpiperidin-1-ol C(CCCCCCCCCCCCCCCCC)OC1CC(N(C(C1)(C)C)O)(C)C